(3R,8R,9aS)-8-(2,3-dichloro-6-hydroxyphenyl)-2-(2-hydroxyacetyl)-3-methyl-hexahydro-1H-pyrrolo[1,2-a][1,4]diazepin-5-one ClC1=C(C(=CC=C1Cl)O)[C@H]1C[C@@H]2N(C(C[C@H](N(C2)C(CO)=O)C)=O)C1